1-allyl-3-vinyl-imidazoledinitrile C(C=C)N1C(N(C(=C1)C#N)C=C)C#N